(2R,4R)-4-[(cyclopropanesulfonyl)amino]-3,3-difluoro-2-(2-hydroxyethyl)-N-[4-(2,4,6-trifluorophenyl)-1,2-benzoxazol-3-yl]pyrrolidine-1-carboxamide C1(CC1)S(=O)(=O)N[C@H]1C([C@H](N(C1)C(=O)NC1=NOC2=C1C(=CC=C2)C2=C(C=C(C=C2F)F)F)CCO)(F)F